CN(C=1C(=NC=CN1)CNC1=NC(=NC=C1C(F)(F)F)NC=1C=C(C(=O)N)C=CC1)S(=O)(=O)C 3-({4-[({3-[methyl(methylsulfonyl)amino]pyrazin-2-yl}methyl)amino]-5-(trifluoromethyl)pyrimidin-2-yl}amino)benzamide